C(CCCCCCCCCCCCCCCC)(=O)OCCCCCCCCCCCCCC Tetradecyl heptadecanoate